N1(CCCCCC1)C1=CC=C(C(=O)O)C=C1 4-(Azepan-1-yl)benzoic acid